C1(=CC=CC=C1)C#CC1=CC=C(C=C1)C(C(=O)C1=CC=C(C=C1)C#CC1=CC=CC=C1)=O 1,2-bis(4-(phenylethynyl)phenyl)ethane-1,2-dione